C[C@@H]1CC[C@@]2(CC[C@@]3(C(=CC[C@H]4[C@]3(CC[C@@H]5[C@@]4(C[C@H]([C@@H]([C@@]5(C)CO)O)O)C)C)[C@@H]2[C@]1(C)O)C)C(=O)O[C@H]6[C@@H]([C@H]([C@@H]([C@H](O6)CO)O)O)O The molecule is a triterpenoid saponin that is 19alpha-hydroxyasiatic acid attached to a beta-D-glucopyranosyl residue at position 28 via a glycosidic linkage. It has been isolated from the leaves of Rosa laevigata. It has a role as a plant metabolite. It is a triterpenoid saponin, a pentacyclic triterpenoid, a monosaccharide derivative, a beta-D-glucoside and a tetrol. It derives from a 19alpha-hydroxyasiatic acid. It derives from a hydride of an ursane.